CN1N=NC2=C1C=CC(=C2)C2=NN(C(=C2)C(F)(F)F)CC2=CC=C(C(=O)NO)C=C2 4-{[3-(1-methyl-1H-benzo[d][1,2,3]triazol-5-yl)-5-trifluoromethyl-1H-pyrazol-1-yl]methyl}-N-hydroxybenzoamide